(±)-N-(3,4-dichlorophenyl)-4-fluoro-6,7,8,9-tetrahydro-5H-6,9-epiminocyclohepta[c]pyridine ClC=1C=C(C=CC1Cl)N1CC2=C(C(=C1)F)CC1CCC2N1